Isoleucyl-4-hydroxyproline N[C@@H]([C@@H](C)CC)C(=O)N1[C@@H](CC(C1)O)C(=O)O